iron (III) oxide hydroxide [OH-].[O-2].[Fe+3]